CN1CCC(CC1)NC1=C2C=C(N(C2=CC=C1)CC(F)(F)F)C1=NN=C(O1)CNC(=O)C1CC1 N-[(5-{4-[(1-methylpiperidin-4-yl)amino]-1-(2,2,2-trifluoroethyl)-1H-indol-2-yl}-1,3,4-oxadiazol-2-yl)methyl]cyclopropanecarboxamide